COC1=CC=C(C=C1)C(CCCCCCCC)=O 1-(4-methoxyphenyl)nonan-1-one